CN1N=CC(=C1)/C=C/C=O (E)-3-(1-methyl-1H-pyrazol-4-yl)acrolein